2-(hydroxymethyl)-4-methylenepyrrolidine-1-carboxylate OCC1N(CC(C1)=C)C(=O)[O-]